ethyl-6-fluoro-3-hydroxyquinoxaline C(C)C1=NC2=CC=C(C=C2N=C1O)F